FC1=CC(=C(C=C1F)NC1=NC(=NC=N1)NC=1C(=CC(=C(C1)NC(C=C)=O)N1[C@H]2[C@@H](CC1)CN(C2)C)OC)C(C)(C)O N-(5-(4-(4,5-difluoro-2-(2-hydroxypropan-2-yl)phenyl-amino)-1,3,5-triazin-2-ylamino)-4-methoxy-2-((3aS,6aS)-5-methylhexahydropyrrolo[3,4-b]pyrrol-1(2H)-yl)phenyl)acrylamide